1-(4-(thiazolyl)-1-piperazinyl)-3-methylenehepta-4,6-diene S1C(=NC=C1)N1CCN(CC1)CCC(C=CC=C)=C